2-isopropoxy-4-morpholinium C(C)(C)OC1C[NH2+]CCO1